[Ti].C(CCCCCCC)C(CCCCCCCOCCCCCCCC(O)(O)CCCCCCCC)(O)O dioctyloxybis(octanediol) titanium